The molecule is a long-chain unsaturated fatty acid anion that is the conjugate base of (9Z,13S)-12,13-epoxyoctadeca-9,11-dienoic acid arising from deprotonation of the carboxylic acid function. It is a long-chain fatty acid anion and a polyunsaturated fatty acid anion. It is a conjugate base of a (9Z,13S)-12,13-epoxyoctadeca-9,11-dienoic acid. CCCCC[C@H]1/C(=C/C=C\\CCCCCCCC(=O)[O-])/O1